(1R,4R)-N1-(5-chloro-4-(5-(cyclopropyl-methyl)-1-methyl-1H-pyrazol-4-yl)pyrimidin-2-yl)-N4-(2,2,2-trifluoroethyl)cyclohexane-1,4-diamine ClC=1C(=NC(=NC1)NC1CCC(CC1)NCC(F)(F)F)C=1C=NN(C1CC1CC1)C